C[C@@]1([C@@H](CC1)C(=C)C)C(=O)O (+)-(1r,2s)-1-methyl-2-(1-methyl-vinyl)cyclobutanoic acid